C(C)(=O)OC=1C=CC=2N(C3=CC=C(C=C3OC2C1)OC(C)=O)C(=O)OCC1=CC=C(C=C1)SCC1=C(N2C(C(C2S(C1)=O)NC(CC1=CC=CC=C1)=O)=O)C(=O)OC(C1=CC=CC=C1)C1=CC=CC=C1 10-(((4-(((2-((benzhydryloxy)carbonyl)-5-oxido-8-oxo-7-(2-phenylacetamido)-5-thia-1-azabicyclo[4.2.0]oct-2-en-3-yl)methyl)thio)benzyl) oxy)carbonyl)-10H-phenoxazine-3,7-diyl diacetate